2-((2-((2-fluoro-5-methylphenyl)amino)-2-oxoethyl)thio)-1H-imidazole-4-carboxylic acid FC1=C(C=C(C=C1)C)NC(CSC=1NC=C(N1)C(=O)O)=O